FC(C=1C=C(C=CC1)S(=O)(=O)NC1CC(C1)=NC1=C2C(=NC=C1C#N)NC=C2)(F)F (cis)-4-{[3-(3-(trifluoromethyl)benzenesulfonamido)-cyclobutyl-1-yl]-amino}-1H-pyrrolo[2,3-b]pyridin-5-carbonitrile